BrC1=CC=C(C=C1)C=CC(=O)NC1=CC=C(C=C1)S(=O)(=O)N1CCCC1 3-(4-bromophenyl)-N-[4-(1-pyrrolidinylsulfonyl)phenyl]acryl-amide